C(CCCCCCCCCCC)NC=1C(C(C1OCC)=O)=O 3-(dodecylamino)-4-ethoxycyclobut-3-ene-1,2-dione